C[N+](C1=CC=CC=C1)(C)C.C[N+](C1=CC=CC=C1)(C)C.FC1=C(C(=C(C(=C1S(=O)(=O)[O-])F)F)F)F.FC1=C(C(=C(C(=C1S(=O)(=O)[O-])F)F)F)F pentafluorobenzenesulfonic acid ditrimethylanilinium salt